(trifluoromethanethiol) copper [Cu].FC(S)(F)F